C1(CC1)C=1N=CC=2C=C3C(=C(C2C1)S(=O)(=O)NCC(C)(C)F)CC(C3)NC3=CN=CC=1N3C=CN1 3-cyclopropyl-N-(2-fluoro-2-methylpropyl)-7-(imidazo[1,2-a]pyrazin-5-ylamino)-7,8-dihydro-6H-cyclopenta[g]isoquinoline-5-sulfonamide